OC(=O)C(F)(F)F.C(CCCCCCC)(=O)OOC(CC)CC.C(CCCCCCC)(=O)OOC(CC)CC bis(3-pentyloxy) dioctanoate TFA salt